ClC=1C=C(C=C(C1)Cl)B(O)O 3,5-dichlorophenyl-boronic acid